5-chloro-3-methylbenzoic acid methyl ester COC(C1=CC(=CC(=C1)Cl)C)=O